4-[[6-[rac-(2R)-2-(2,4-Difluorophenyl)-1,1-difluoro-2-hydroxy-3-(5-thioxo-4H-1,2,4-triazol-1-yl)propyl]-3-pyridyl]oxy]benzonitril FC1=C(C=CC(=C1)F)[C@](C(F)(F)C1=CC=C(C=N1)OC1=CC=C(C#N)C=C1)(CN1N=CNC1=S)O |r|